NC=1NC(N(C(N1)=O)CCN1C(C2C3C=CC(C2C1=O)C3)=O)=O 2-(2-(4-amino-2,6-dioxo-3,6-dihydro-1,3,5-triazin-1(2H)-yl)ethyl)-3a,4,7,7a-tetrahydro-1H-4,7-methanoisoindole-1,3(2H)-dione